[13C,15N]urea [15NH2][13C](=O)N